F[C@H]1CNCC[C@H]1NC1=CC=CC2=C1SC(=C2CC(F)(F)F)I (3S,4R)-3-fluoro-N-(2-iodo-3-(2,2,2-trifluoroethyl)benzo[b]thiophen-7-yl)piperidin-4-amine